N-methyl-N-(4-(1-(4-(trifluoromethoxy)phenyl)-1H-1,2,4-triazol-3-yl)benzyl)hydroxylamine CN(O)CC1=CC=C(C=C1)C1=NN(C=N1)C1=CC=C(C=C1)OC(F)(F)F